Azol trifluoroacetate salt FC(C(=O)O)(F)F.N1C=CC=C1